C(C)OC(=O)C=1C(=NN(C1)C1COC1)Br 3-bromo-1-(oxetan-3-yl)pyrazole-4-carboxylic acid ethyl ester